1-((4-(4-fluorophenyl)-6-(trifluoromethyl)-2H-chromen-3-yl)methyl)pyrrolidine FC1=CC=C(C=C1)C1=C(COC2=CC=C(C=C12)C(F)(F)F)CN1CCCC1